7-[5-chloro-2-[2-[(3S,6R)-6-(dimethylamino)-2-methyl-4-oxo-5,6,7,8-tetrahydroquinazolin-3-yl]ethoxy]phenyl]-5-methyl-thieno[3,2-b]pyridine-3-carboxylate ClC=1C=CC(=C(C1)C1=C2C(=NC(=C1)C)C(=CS2)C(=O)[O-])OCCN2C(=NC=1CC[C@H](CC1C2=O)N(C)C)C